BrC=1C=C(C=C(C1)OC)CN[C@H](C(=O)O)CCC(C)(C)C (2S)-2-{[(3-bromo-5-methoxyphenyl)methyl]amino}-5,5-dimethylhexanoic acid